C1(CC1)CN1C(=CC2=CC=CC=C12)C1=NC2=C(N1CC=1C=NC=CC1)C(=CC(=C2)C(=O)OC(C)(C)C)OC tert-butyl 2-(1-(cyclopropylmethyl)-1H-indol-2-yl)-7-methoxy-1-(pyridin-3-ylmethyl)-1H-benzo[d]imidazole-5-carboxylate